4-((S)-2-((S)-2-amino-3-methylbutanamido)-5-ureidopentanamido)benzamide N[C@H](C(=O)N[C@H](C(=O)NC1=CC=C(C(=O)N)C=C1)CCCNC(=O)N)C(C)C